C(C)(C)C1=C(C=CC=C1)[C@H]1N(CCN(C1)CC1=CC(=NC=C1)OC)C1CC2(C1)CCN(CC2)C2=CC=C(C(=O)N)C=C2 4-(2-((R)-2-(2-isopropylphenyl)-4-((2-methoxypyridin-4-yl)methyl)piperazin-1-yl)-7-azaspiro[3.5]nonan-7-yl)benzamide